Cl.NC1CCC(CC1)C1=CC=C(C=C1)NC(=O)N1CC2=CC=CC(=C2C1)F N-(4-((1s,4s)-4-aminocyclohexyl)phenyl)-4-fluoroisoindoline-2-carboxamide hydrochloride